(2R,3S,4R,5R)-5-(4-aminopyrrolo[2,1-f][1,2,4]triazin-7-yl)-5-cyano-3,4-dihydroxytetrahydrofuran-L-isoleucine methyl ester COC([C@@H](N)[C@@H](C)CC)=O.NC1=NC=NN2C1=CC=C2[C@]2([C@@H]([C@H](CO2)O)O)C#N